N1C=NC2=C1C=C(C=C2)N2C(OC[C@@H]2C2=CC(=CC=C2)N2CCN(CC2)C2=CC=CC=C2)=O (S)-3-(1H-Benzo[d]imidazol-6-yl)-4-(3-(4-phenylpiperazin-1-yl)phenyl)oxazolidin-2-on